N-{[3-(4-{[(3S,4R)-3-fluoro-1-methylpiperidin-4-yl]amino}-1-(2,2,2-trifluoroethyl)-1H-indol-2-yl)-1,2,4-oxadiazol-5-yl]methyl}-1-(2-methoxypropyl)-1H-pyrrole-3-carboxamide F[C@H]1CN(CC[C@H]1NC1=C2C=C(N(C2=CC=C1)CC(F)(F)F)C1=NOC(=N1)CNC(=O)C1=CN(C=C1)CC(C)OC)C